methyl (S)-4-amino-3-hydroxybutanoate NC[C@H](CC(=O)OC)O